[1-(methylsulfonylmethyl)-3-(2-trimethylsilylethynyl)pyrazolo[4,3-c]pyridin-6-yl]-(1,4-oxaazepan-4-yl)methanone CS(=O)(=O)CN1N=C(C=2C=NC(=CC21)C(=O)N2CCOCCC2)C#C[Si](C)(C)C